3-(3-(4-(benzyloxy)butyloxy)-4-(4-methylpiperazin-1-yl)phenyl)-5-bromo-1-tosyl-1H-pyrazolo[3,4-c]pyridine C(C1=CC=CC=C1)OCCCCOC=1C=C(C=CC1N1CCN(CC1)C)C1=NN(C2=CN=C(C=C21)Br)S(=O)(=O)C2=CC=C(C)C=C2